C[C@@]1(CNCCC1)C(=O)O 3-(r)-methylpiperidine-3-carboxylic acid